3-({2-[2-(dimethylamino)ethoxy]-4-methanesulfonylphenyl}amino)prop-1-yn CN(CCOC1=C(C=CC(=C1)S(=O)(=O)C)NCC#C)C